The molecule is an organophosphate oxoanion obtained by deprotonation of the phosphate OH groups of 2-deoxy-D-ribose 5-monophosphate; major microspecies at pH 7.3. It is a conjugate base of a 2-deoxy-D-ribofuranose 5-phosphate. C1[C@@H]([C@H](OC1O)COP(=O)([O-])[O-])O